N-[phenylhydroxyphosphino]glutamic acid C1(=CC=CC=C1)P(N[C@@H](CCC(=O)O)C(=O)O)O